S1N=C(C2=C1C=CC=C2)N2CCN(CC2)CCC2(CCC(CC2)NC(N(C)C)=O)F 3-(Cis-4-(2-(4-(benzo[d]isothiazol-3-yl)piperazin-1-yl)ethyl)-4-fluorocyclohexyl)-1,1-dimethylurea